FC(C)(F)C1=NC(=CC(=N1)NC1=CC(=NC=C1C1=NC=C(C=N1)C(F)F)NC(C)=O)C N-(4-((2-(1,1-difluoroethyl)-6-methylpyrimidin-4-yl)amino)-5-(5-(difluoromethyl)pyrimidin-2-yl)pyridin-2-yl)acetamide